OC1C(C(OC2=CC(=CC=C12)O)C1=CC=CC=C1)=O 4,7-dihydroxy-flavanone